CCOC1=CC(=C(C=C1)OCC)NC(=O)C2=CC=CC=C2 N-(2,5-Diethoxyphenyl)benzamide